2-[4-chloro-8-[(dimethylamino)methyl]-5-(2,2,2-trifluoroethyl)pyrimido[5,4-b]indol-2-yl]acetic acid ClC1=NC(=NC2=C1N(C=1C=CC(=CC21)CN(C)C)CC(F)(F)F)CC(=O)O